N-[4-(2-chlorophenyl)thiazol-2-yl]-6-methyl-pyridine-3-carboxamide ClC1=C(C=CC=C1)C=1N=C(SC1)NC(=O)C=1C=NC(=CC1)C